NC([C@H](CN1N=NC=C1)NC(OC(C)(C)C)=O)=O tert-Butyl (S)-(1-amino-1-oxo-3-(1H-1,2,3-triazol-1-yl)propan-2-yl)carbamate